OC1CN(CC12CC2)C2=CC=CC(=N2)C2=NC1=CC(=NC=C1C=C2)CNC(C2=CC(=C(C=C2)C)S(=O)(=O)C)=O N-((2-(6-(7-hydroxy-5-azaspiro[2.4]heptan-5-yl)pyridin-2-yl)-1,6-naphthyridin-7-yl)methyl)-4-methyl-3-(methylsulfonyl)benzamide